5-methyl-furfuryl-amine CC1=CC=C(CN)O1